2-(4-chlorophenyl)-3-iodo-1-methyl-6,7,8,9-tetrahydropyrido[1,2-a]pyrrolo[2,3-d]pyrimidin-4(1H)-one ClC1=CC=C(C=C1)C1=C(C2=C(N=C3N(C2=O)CCCC3)N1C)I